ClC1=CC(=CC2=C1N(C(N2)=O)C2CC(C2)(C)O)OCCN2CCC1(CC2)C(NC2=CC=C(C=C21)F)=O 7-chloro-5-{2-(5-fluoro-2-oxospiro[indoline-3,4'-piperidin]-1'-yl)ethoxy}-1-[(cis)-3-hydroxy-3-methylcyclobutyl]-1,3-dihydro-1,3-benzimidazol-2-one